2-(3-Bromo-2-pyridyl)-8,11-dioxadispiro[3.2.47.24]tridecane-2-carboxamide BrC=1C(=NC=CC1)C1(CC2(C1)CCC1(OCCO1)CC2)C(=O)N